tert-Butyl (3S,4R)-4-azido-3-fluoro-piperidine-1-carboxylate N(=[N+]=[N-])[C@H]1[C@H](CN(CC1)C(=O)OC(C)(C)C)F